C(C)(CC)C1(C=CC=C1)[Zr](N(CC)C)(N(CC)C)N(C)CC (sec-butylcyclopentadienyl)tris(ethylmethylamino)zirconium